ClC1=NC(=CC(=C1)C=1C(=NN2C1N=C(C=C2)CC(=O)N)C2=CC(=CC=C2)C#N)C [3-(2-chloro-6-methyl-4-pyridinyl)-2-(3-cyanophenyl)pyrazolo[1,5-a]pyrimidin-5-yl]acetamide